5-[7-(difluoromethyl)-1,2,3,4-tetrahydroquinolin-6-yl]oxazole FC(C1=C(C=C2CCCNC2=C1)C1=CN=CO1)F